4-{[2-(trimethylsilyl)ethoxy]methyl}-2,3-dihydro-1H-isoindol-1-one C[Si](CCOCC1=C2CNC(C2=CC=C1)=O)(C)C